2-{7-[(4RS)-2,2-dimethylpiperidin-4-yl]-7H-pyrrolo[2,3-c]pyridazin-3-yl}-5-(1H-1,2,3-triazol-1-yl)phenol CC1(NCC[C@H](C1)N1C=CC2=C1N=NC(=C2)C2=C(C=C(C=C2)N2N=NC=C2)O)C |r|